FC(C(=O)O)(F)F.C1=CC=CC=2[C@@]34CCCC[C@H]3[C@@H](CC12)NCC4 morphinan trifluoroacetate salt